N-(1-(4-fluorophenyl)-2-hydroxyethyl)propanamide FC1=CC=C(C=C1)C(CO)NC(CC)=O